C(#N)C1=C(SC=2CCN(CCC21)CC2CCCCC2)NC(CC2=CC=C(C=C2)S(N)(=O)=O)=O N-(3-Cyano-6-(cyclohexylmethyl)-5,6,7,8-tetrahydro-4H-thieno[2,3-d]azepin-2-yl)-2-(4-sulfamoylphenyl)acetamid